ClC=1C=CC(=NC1)C1=NC(=CC(=C1)N1[C@@H]([C@H](C1)CS(=O)(=O)C)C)N1N=CC=2C(=NC(=CC21)C=2C=NC=CC2OC)C 1-(5'-Chloro-4-((2R,3S)-2-methyl-3-((methylsulfonyl)methyl)azetidin-1-yl)-[2,2'-bipyridin]-6-yl)-6-(4-methoxypyridin-3-yl)-4-methyl-1H-pyrazolo[4,3-c]pyridine